O(CCOCCCNC(C=C)=O)CCOCCCNC(C=C)=O N,N'-(((oxybis(ethane-2,1-diyl))bis(oxy))bis(propane-3,1-diyl))diacrylamide